ClC=1C=C(C=CC1)CCN (R)-3-chlorophenylethylamine